4-acryloyloxybutyloxybenzoic acid C(C=C)(=O)OCCCCOC1=C(C(=O)O)C=CC=C1